phenyltris(trimethylsilyloxy)silane C1(=CC=CC=C1)[Si](O[Si](C)(C)C)(O[Si](C)(C)C)O[Si](C)(C)C